(4-chloro-o-tolyloxy)butyric acid CC1=C(C=CC(=C1)Cl)OCCCC(=O)O